(2S,5R)-5-[(benzyloxy)amino]piperidine-2-formic acid C(C1=CC=CC=C1)ON[C@@H]1CC[C@H](NC1)C(=O)O